C(C)OC(CNCC(CC)C)OCC N-(2,2-Diethoxyethyl)-2-methylbutan-1-amine